C(C)(C)C1C=CC(CCC=C(CC1)C)(O)C 4-Isopropyl-1,7-dimethylcyclodeca-2,7-dienol